6-(2-methoxyphenyl)pyrimidin COC1=C(C=CC=C1)C1=CC=NC=N1